3-[5-[(4-chlorophenyl)methyl]-7-fluoro-4-oxo-1H-quinolin-2-yl]-4-methylsulfonyl-benzonitrile ClC1=CC=C(C=C1)CC1=C2C(C=C(NC2=CC(=C1)F)C=1C=C(C#N)C=CC1S(=O)(=O)C)=O